C(CCCCCCCCCCCCCCC)(=O)OCCCCCCCCCCCCCCCCCCCCCC docosyl hexadecanoate